6-bromo-(benzothiazol) BrC1=CC2=C(N=CS2)C=C1